6-(4-(3-chloro-4-fluorophenyl)-1-(2,2-difluoroethyl)-1H-imidazol-5-yl)imidazo[1,2-b]pyridazine-3-carboxamide ClC=1C=C(C=CC1F)C=1N=CN(C1C=1C=CC=2N(N1)C(=CN2)C(=O)N)CC(F)F